CC(C(=O)NC1=NC=C(N=C1)OC1=CC=CC=C1)C 2-Methyl-N-(5-phenoxypyrazin-2-yl)propanamide